C(C=CC)OC1=CC=C(C=C1)C1=CN(C=2N=CN=C(C21)Cl)C2=CC=CC=C2 5-(4-(but-2-en-1-yloxy)phenyl)-4-chloro-7-phenyl-7H-pyrrolo[2,3-d]pyrimidine